1-(2,3-dihydrobenzo[b][1,4]dioxin-5-yl)cyclopropanamine O1C2=C(OCC1)C(=CC=C2)C2(CC2)N